N(=[N+]=[N-])CCCC(=O)OCC Ethyl 4-azidobutyrate